S1C=CN=CC=C1 [1,4]Thiazepin